2-(trifluoromethoxy)benzidine FC(OC1=C(C=CC(=C1)N)C1=CC=C(N)C=C1)(F)F